1-methoxy-4-isopentenyl-phloroglucinol COC1(O)CC(O)=C(C(O)=C1)CCC(=C)C